C1(CC1)C=1N=CC2=CC3=C(C(=C2C1)S(NCC(C)C)(=O)=O)CC(C3)C(=O)O 3-cyclopropyl-5-(isobutylsulfamoyl)-7,8-dihydro-6H-cyclopenta[g]Isoquinoline-7-carboxylic acid